ClC1=CC=C(C=C1)C=1NC(=CC1C#N)C(F)(F)F (p-chlorophenyl)-5-(trifluoromethyl)pyrrole-3-carbonitrile